CCCCCCCCCCCCC(=O)OC[C@H](COP(=O)(O)OC[C@@H](C(=O)O)N)OC(=O)CCC/C=C\C/C=C\C/C=C\C/C=C\C/C=C\CC 1-tridecanoyl-2-(5Z,8Z,11Z,14Z,17Z-eicosapentaenoyl)-glycero-3-phosphoserine